NC=1C(=NN(C1)C1CCC(CC1)CN1CCC(CC1)OCC#CC=1C=CC=C2C(=NN(C12)C)N1C(NC(CC1)=O)=O)C(F)F 1-(7-(3-((1-(((1r,4r)-4-(4-amino-3-(difluoromethyl)-1H-pyrazole-1-yl)cyclohexyl)methyl)piperidin-4-yl)oxy)prop-1-yn-1-yl)-1-methyl-1H-indazol-3-yl)dihydropyrimidine-2,4(1H,3H)-dione